1-(6-Phenylimidazo[1,5-a]pyridin-5-yl)ethan-1-amine C1(=CC=CC=C1)C=1C=CC=2N(C1C(C)N)C=NC2